tetrazenium sulfate S(=O)(=O)([O-])[O-].[NH2+]=NNN.[NH2+]=NNN